tert-butyl(tert-butoxycarbonyl)(1-((2R,3R,5S)-5-(((tert-butyldimethylsilyl)oxy)-methyl)-3-hydroxy-4-methylenetetrahydrofuran-2-yl)-6-chloro-1H-pyrazolo[3,4-d]pyrimidin-4-yl)carbamate C(C)(C)(C)OC(N(C1=C2C(=NC(=N1)Cl)N(N=C2)[C@@H]2O[C@@H](C([C@H]2O)=C)CO[Si](C)(C)C(C)(C)C)C(=O)OC(C)(C)C)=O